tert-butyl (R)-4-((R)-tetrahydrofuran-2-yl)-1,2,3-oxathiazolidine-3-carboxylate 2,2-dioxide O1[C@H](CCC1)[C@@H]1N(S(OC1)(=O)=O)C(=O)OC(C)(C)C